N-(1-((4-chloro-2-fluorophenyl)amino)-6-methylisoquinolin-5-yl)-4-((2,4-dimethoxybenzyl)amino)quinazoline-8-carboxamide ClC1=CC(=C(C=C1)NC1=NC=CC2=C(C(=CC=C12)C)NC(=O)C=1C=CC=C2C(=NC=NC12)NCC1=C(C=C(C=C1)OC)OC)F